butyl o-methylbenzoate CC1=C(C(=O)OCCCC)C=CC=C1